4-((3,3-difluoropyrrolidin-1-yl)methyl)piperidine FC1(CN(CC1)CC1CCNCC1)F